1,5-pentanedioic acid monobenzyl ester C(C1=CC=CC=C1)OC(CCCC(=O)O)=O